2-Methyl-N-((2-(2,2,2-trifluoroethoxy)pyridin-4-yl)methyl)morpholine-4-carboxamide CC1CN(CCO1)C(=O)NCC1=CC(=NC=C1)OCC(F)(F)F